3-(2-amino-[1,2,4]triazolo[1,5-a]pyridin-7-yl)-6-(1-(2-fluoro-5-(trifluoromethyl)phenyl)ethyl)-7,8-dihydro-1,6-naphthyridin-5(6H)-one NC1=NN2C(C=C(C=C2)C=2C=NC=3CCN(C(C3C2)=O)C(C)C2=C(C=CC(=C2)C(F)(F)F)F)=N1